1-(5-chloro-8-hydroxy-7-nitroquinolin-4-yl)piperidine ClC1=C2C(=CC=NC2=C(C(=C1)[N+](=O)[O-])O)N1CCCCC1